4-Aminobenzamid NC1=CC=C(C(=O)N)C=C1